3-(2,3-dihydro-1H-inden-5-yl)-N-ethyl-N-(thiophen-2-ylmethyl)propenamide C1CCC2=CC(=CC=C12)C=CC(=O)N(CC=1SC=CC1)CC